2-chloro-5-(2-nitrophenyl)pyrimidine ClC1=NC=C(C=N1)C1=C(C=CC=C1)[N+](=O)[O-]